Ethyl-6-fluoro-1-(tetrahydro-2H-pyran-2-yl)-1H-benzo[f]indazol-4-ol C(C)C1=NN(C=2C=C3C(=C(C12)O)C=C(C=C3)F)C3OCCCC3